4-chloro-1-[(3aR,5s,6aS)-2-(cyclopropanecarbonyl)octahydro-cyclopenta[c]pyrrol-5-yl]-N-{5-[(3-fluorophenyl)ethynyl]-3-methylpyridin-2-yl}-1H-pyrazole-3-carboxamide ClC=1C(=NN(C1)C1C[C@@H]2[C@@H](CN(C2)C(=O)C2CC2)C1)C(=O)NC1=NC=C(C=C1C)C#CC1=CC(=CC=C1)F